AZA-HEXAPHENE N1=CC=CC2=CC3=CC=C4C=C5C=C6C=CC=CC6=CC5=CC4=C3C=C12